(3R,4R,5R,6R)-4,5-bis(benzyloxy)-6-((benzyloxy)methyl)-N'-(2,2,2-trifluoroacetyl)tetrahydro-2H-pyran-3-carboxylic acid hydrazide C(C1=CC=CC=C1)O[C@@H]1[C@@H](CO[C@@H]([C@@H]1OCC1=CC=CC=C1)COCC1=CC=CC=C1)C(=O)NNC(C(F)(F)F)=O